ethyl 3-guanidino-propanoate N(C(=N)N)CCC(=O)OCC